(R)-3-(3-chloro-5-(1,3,5-triazin-2-yl)phenyl)morpholine ClC=1C=C(C=C(C1)C1=NC=NC=N1)[C@H]1NCCOC1